2-chloro-8-(2,3-dichlorophenyl)-9-methyl-9H-purine ClC1=NC=C2N=C(N(C2=N1)C)C1=C(C(=CC=C1)Cl)Cl